C(C)(C)(C)C=1C=CC=2N(C3=CC=CC=C3C2C1)C1=C(C#N)C(=C(C(=C1N1C2=CC=CC=C2C=2C=C(C=CC12)C(C)(C)C)N1C2=CC=CC=C2C=2C=C(C=CC12)C(C)(C)C)C1=NC(=CC=C1)C1=CC=CC=C1)N1C2=CC=CC=C2C=2C=C(C=CC12)C(C)(C)C 2,3,4,6-tetrakis(3-(tert-butyl)-9H-carbazol-9-yl)-5-(6-phenylpyridin-2-yl)benzonitrile